(4-hydroxy-2-((1-(morpholinomethyl)cyclopropyl)methoxy)-5,7-dihydro-6H-pyrrolo[3,4-d]pyrimidin-6-yl)(3-hydroxy-8-iodonaphthalen-1-yl)methanone dihydrochloride Cl.Cl.OC=1C2=C(N=C(N1)OCC1(CC1)CN1CCOCC1)CN(C2)C(=O)C2=CC(=CC1=CC=CC(=C21)I)O